CC1CN(CCC1=O)C(=O)OC(C)(C)C tertbutyl 3-methyl-4-oxopiperidine-1-carboxylate